2-[4-[4-(2,4-dioxohexahydropyrimidin-1-yl)phenyl]-1-piperidyl]acetic acid O=C1N(CCC(N1)=O)C1=CC=C(C=C1)C1CCN(CC1)CC(=O)O